N-(1-(5-(3-cyano-6-hydroxypyrazolo[1,5-a]pyridin-4-yl)pyridin-2-yl)-4-methylpiperidin-4-yl)-3-fluoromethylpyridin-amide C(#N)C=1C=NN2C1C(=CC(=C2)O)C=2C=CC(=NC2)N2CCC(CC2)(C)NC(=O)C2=NC=CC=C2CF